N-(2-hydroxypropyl)-ethylenediamine OC(CNCCN)C